ClCC=1C(C=2C=CC=C3C=CC=C(C1)C23)=O 2-(chloromethyl)phenalen-1-one